ClC=1C=C(C=2N(C1)C(=C(N2)C)F)N2CCOCC2 4-{6-chloro-3-fluoro-2-methylimidazo[1,2-a]pyridin-8-yl}morpholine